N-cyclopentyl-N2-[2-(4-methoxyphenyl)[1,2,4]triazolo[1,5-c]quinazolin-5-yl]-D-alaninamide C1(CCCC1)NC([C@H](NC1=NC=2C=CC=CC2C=2N1N=C(N2)C2=CC=C(C=C2)OC)C)=O